ClC1=CC=C(C=C1)C=1N=C2N(C=CC=C2)C1CN1CCN(CC1)C(=O)C1=NC=CC=C1 (4-{[2-(4-chlorophenyl)imidazo[1,2-a]pyridin-3-yl]methyl}piperazin-1-yl)(pyridin-2-yl)methanone